[3-(2-Aminoethoxy)-6-(5-chloro-2-fluorophenyl)pyridazin-4-yl]-7-[2-(4-methylpiperazin-1-yl)ethoxy]quinolin-4-amine NCCOC=1N=NC(=CC1C1=NC2=CC(=CC=C2C(=C1)N)OCCN1CCN(CC1)C)C1=C(C=CC(=C1)Cl)F